BrC1=CC=C2C(=NC(=NC2=C1F)OC[C@]12CCCN2C[C@@H](C1)F)N1CC(C1)C(C)(C)NC(OC(C)(C)C)=O tert-butyl (2-(1-(7-bromo-8-fluoro-2-(((2R,7aS)-2-fluorotetrahydro-1H-pyrrolizin-7a(5H)-yl)methoxy)quinazolin-4-yl)azetidin-3-yl)propan-2-yl)carbamate